C1(=CC=CC=C1)C1(C(C1)C(=O)OC1CC1)C1=CC=CC=C1.BrC1=CC(=C(C=C1F)C=C)F 1-(4-bromo-2,5-difluorophenyl) ethylene cyclopropyl 2,2-diphenylcyclopropanecarboxylate